2-(N-methyl-2,2-diphenylacetylAmino)benzoic acid methyl ester COC(C1=C(C=CC=C1)N(C)C(C(C1=CC=CC=C1)C1=CC=CC=C1)=O)=O